CN1C(=N\C(\C2=C1C=NC(=C2)C2(CCN(CC2)C(C)=O)F)=N/[C@H](C)C2=C(C(=CC=C2)C(F)(F)F)C)C (R,Z)-1-(4-(1,2-dimethyl-4-((1-(2-methyl-3-(trifluoromethyl)phenyl)ethyl)imino)-1,4-dihydropyrido[3,4-d]pyrimidin-6-yl)-4-fluoropiperidin-1-yl)ethan-1-one